COCCOCC1OC1 2-((2-Methoxyethoxy)methyl)oxirane